2-(hydroxymethyl)-5,5-dimethyl-4-(methylamino)-7-(4-morpholinophenyl)pyrrolo[2,3-d]pyrimidin-6-one OCC=1N=C(C2=C(N1)N(C(C2(C)C)=O)C2=CC=C(C=C2)N2CCOCC2)NC